7-(2,7-dimethyl-2H-indazol-5-yl)-5-fluoro-3-(1-methylpiperidin-4-yl)quinazolin-4(3H)-one CN1N=C2C(=CC(=CC2=C1)C1=CC(=C2C(N(C=NC2=C1)C1CCN(CC1)C)=O)F)C